ClC=1C(=NC=CC1C1=NNC2=NC(=C(N=C21)C)N2CCC1([C@@H]([C@@H](OC1)C)N)CC2)NCC (3S,4S)-8-(3-(3-chloro-2-(ethylamino)pyridin-4-yl)-5-methyl-1H-pyrazolo[3,4-b]Pyrazin-6-yl)-3-methyl-2-oxa-8-azaspiro[4.5]Decane-4-amine